(R)-tert-butyl 2-acetylpyrrolidine-1-carboxylate C(C)(=O)[C@@H]1N(CCC1)C(=O)OC(C)(C)C